3-(5-carbamoyl-4-chloro-1H-benzo[d]imidazol-2-yl)-4-chlorobenzo[b]thiophene-2-carboxylic acid ethyl ester C(C)OC(=O)C1=C(C2=C(S1)C=CC=C2Cl)C2=NC1=C(N2)C=CC(=C1Cl)C(N)=O